2,6-dibromo-3,5-diphenyl-4-methyl-N,N-dimethylaniline BrC1=C(N(C)C)C(=C(C(=C1C1=CC=CC=C1)C)C1=CC=CC=C1)Br